C([C@@H](O)C)(=O)O.[N+](=O)([O-])C1=C(C=CC=C1)N1C(=CC=C1)C=CC=NN\C(=N\[H])\N (E)-N-[1-(2-nitrophenyl)-1H-pyrrol-2-yl-allylideneamino]-guanidine L-lactate